(2-chloropyrimidin-4-yl)-2-methyl-3-(prop-1-en-2-yl)-2H-indazole ClC1=NC=CC(=N1)C=1C2=C(N(N=C2C=CC1)C)C(=C)C